3-((1,1-dioxathiolan-3-yl) oxy)-4,5-dihydro-1H-pyrazole-5-carboxylate O1SC(CC1)OC1=NNC(C1)C(=O)[O-]